S(=O)(=O)=C1NC2=C(C=CC=C2C=C1)O sulfonylchinolin-8-ol